BrC=1C(=NC(=NC1)NC1=CC(=C(C=C1)N1CCN(CC1)C)Cl)NC1=C(C=CC=C1)P(=O)(C)C 5-bromo-N2-[3-chloro-4-(4-methylpiperazin-1-yl)phenyl]-N4-(2-dimethylphosphorylphenyl)pyrimidine-2,4-diamine